citrate sodium [Na+].C(CC(O)(C(=O)[O-])CC(=O)[O-])(=O)[O-].[Na+].[Na+]